C1(CC1)C1=C(C(=NC=N1)OC)C=1N=NN2C1CNCC2 3-(6-cyclopropyl-4-methoxypyrimidin-5-yl)-4,5,6,7-tetrahydro[1,2,3]triazolo[1,5-a]pyrazine